(E)-(5,6-Dibromohex-3-en-1-yl)benzene BrC(/C=C/CCC1=CC=CC=C1)CBr